4-(N-Boc-amino)styrene C(=O)(OC(C)(C)C)NC1=CC=C(C=C)C=C1